C(=O)(OCC1=CC=CC=C1)N[C@@H](CCC(N)=O)C(=O)O N-CBZ-glutamine